N-(3-methylphenyl)pivaloyl-amide CC=1C=C(C=CC1)[N-]C(C(C)(C)C)=O